3-(2-(1-(2-methoxyethyl)-3-(1H-pyrazol-4-yl)-1H-pyrrolo[2,3-c]pyridin-5-yl)pyridin-4-yl)-5-(trifluoromethyl)-1,2,4-oxadiazole COCCN1C=C(C=2C1=CN=C(C2)C2=NC=CC(=C2)C2=NOC(=N2)C(F)(F)F)C=2C=NNC2